C(C)C1=C(C(=NN1)C(CC(=O)OCC)=O)C Ethyl 3-(5-ethyl-4-methyl-1H-pyrazol-3-yl)-3-oxopropanoate